8-bromo-2-chloro-3,6-dimethylquinoline-4-carbonitrile BrC=1C=C(C=C2C(=C(C(=NC12)Cl)C)C#N)C